cis-N-(5-cyano-4-(1H-1,2,3-triazol-1-yl)pyridin-2-yl)-3-methyl-6-azabicyclo[3.1.1]heptane-6-carboxamide C(#N)C=1C(=CC(=NC1)NC(=O)N1C2CC(CC1C2)C)N2N=NC=C2